3-(7-(hydroxymethyl)-7-methyl-3-oxo-1,3,7,8-tetrahydro-2H-furo[3,2-e]isoindol-2-yl)piperidine-2,6-dione OCC1(CC=2C=3CN(C(C3C=CC2O1)=O)C1C(NC(CC1)=O)=O)C